4-cyclopropyl-N-(3-(1,3-dihydroxypropyl)-4-fluorophenyl)-2-(4-fluoro-2-methylphenoxy)-5-(trifluoromethyl)benzamide C1(CC1)C1=CC(=C(C(=O)NC2=CC(=C(C=C2)F)C(CCO)O)C=C1C(F)(F)F)OC1=C(C=C(C=C1)F)C